1-methyl-3-(2-chloro-4-pyrimidinyl)-2-methoxycarbonylindole CN1C(=C(C2=CC=CC=C12)C1=NC(=NC=C1)Cl)C(=O)OC